C(C)(C)C1=C2C=C(N=CC2=C(C=C1)N1[C@H]([C@@H](C1)CS(=O)(=O)C)C1CC(CCC1C(C)C)C)NC1=NC(=NC=C1)C1=CN=C(S1)C 5-isopropyl-8-((2S,3R)-2-menthyl-3-((methylsulfonyl)methyl)azetidin-1-yl)-N-(2-(2-methylthiazol-5-yl)pyrimidin-4-yl)isoquinolin-3-amine